(S)-N-(chroman-4-yl)-8-cyclohexyl-4-(dimethylamino)quinoline-3-carboxamide O1CC[C@@H](C2=CC=CC=C12)NC(=O)C=1C=NC2=C(C=CC=C2C1N(C)C)C1CCCCC1